1-(5-((2-bromophenyl)thio)-1H-imidazo[4,5-b]pyrazin-2-yl)-4-methylpiperidin-4-amine BrC1=C(C=CC=C1)SC=1N=C2C(=NC1)NC(=N2)N2CCC(CC2)(N)C